FC=1C=C2C(=CNC2=C(C1)F)CC1N(CCC1)C 5,7-difluoro-3-((1-methylpyrrolidin-2-yl)methyl)-1H-indole